tert-butyl 8-bromo-6-[methoxy(methyl)carbamoyl]-3,4-dihydro-2H-quinoline-1-carboxylate BrC=1C=C(C=C2CCCN(C12)C(=O)OC(C)(C)C)C(N(C)OC)=O